N-(3-(2-(7-ethoxy-2-formyl-6-methoxy-1,2,3,4-tetrahydroisoquinolin-1-yl)ethyl)-1H-indol-5-yl)acetamide C(C)OC1=C(C=C2CCN(C(C2=C1)CCC1=CNC2=CC=C(C=C12)NC(C)=O)C=O)OC